COC(=O)C1CCOCC1.N1C(=CC2=CC=CC=C12)C=1C(NC2=CC=CC=C2C1)=O indolyl-quinolinone methyltetra-hydro-2H-pyran-4-carboxylate